(R)-tert-butyl 3-((1aR,7bS)-4-(2-(((tert-butyldimethylsilyl)oxy)methyl)thieno[3,2-b]pyridin-7-yl)-6-cyano-1a,2-dihydro-1H-cyclopropa[c]quinolin-3(7bH)-yl)pyrrolidine-1-carboxylate [Si](C)(C)(C(C)(C)C)OCC1=CC2=NC=CC(=C2S1)C1=CC(=CC=2[C@@H]3[C@H](CN(C12)[C@H]1CN(CC1)C(=O)OC(C)(C)C)C3)C#N